Phenyl 6-methoxy-2-(1-methyl-2-oxabicyclo[2.1.1]hexan-4-yl)-2H-indazole-5-carboxylate COC=1C(=CC2=CN(N=C2C1)C12COC(C1)(C2)C)C(=O)OC2=CC=CC=C2